3-(Ethynyl-d)-13-(3-fluoro-4-((4-methylpyrimidin-2-yl)oxy)phenyl)-6,7-dihydro-5H-pyrido[3,4-c]pyrimido[5',4':4,5]pyrrolo[1,2-a]azepine-12-amine C(#C[2H])C1=CC2=C(C=3N(CCC2)C2=C(C3C3=CC(=C(C=C3)OC3=NC=CC(=N3)C)F)C(=NC=N2)N)C=N1